N-(2-methoxy-4-(1-phenylcyclopentane-1-carboxamido)phenyl)-4-chloropyridine-carboxamide COC1=C(C=CC(=C1)NC(=O)C1(CCCC1)C1=CC=CC=C1)NC(=O)C1=NC=CC(=C1)Cl